4-(benzothiophene-3-yl)-2-chloropyrimidine S1C=C(C2=C1C=CC=C2)C2=NC(=NC=C2)Cl